FC(OC=1C=C(C=CC1)N1C(C(C2=CC(=CC=C12)C(=O)NC1(CCS(CC1)(=O)=O)C)(C)C)=O)F 1-[3-(difluoromethoxy)phenyl]-3,3-dimethyl-N-(4-methyl-1,1-dioxo-thiacyclohex-4-yl)-2-oxo-indoline-5-carboxamide